N-(4-Benzylsulfanyl-2-methyl-phenyl)-4-(3-isopropyl-2-methyl-imidazol-4-yl)pyrimidin-2-amine C(C1=CC=CC=C1)SC1=CC(=C(C=C1)NC1=NC=CC(=N1)C=1N(C(=NC1)C)C(C)C)C